2-[8-(1,3,4-oxadiazol-2-yl)-2-(1,1,2,2,2-pentafluoroethyl)imidazo[1,2-a]1,8-naphthyridin-4-yl]propan-2-ol O1C(=NN=C1)C=1N=C2N(C=3N=C(C=C(C3C=C2)C(C)(C)O)C(C(F)(F)F)(F)F)C1